4-chloro-3-iodo-1,6-dimethylpyridin-2(1H)-one ClC1=C(C(N(C(=C1)C)C)=O)I